(R)-1-(2-bromophenyl)-7-chloro-4-(3-hydroxypyrrolidin-1-yl)quinazolin-2(1H)-one BrC1=C(C=CC=C1)N1C(N=C(C2=CC=C(C=C12)Cl)N1C[C@@H](CC1)O)=O